2-methyl-4-oxotetrahydrofuran-3-carbonitrile CC1OCC(C1C#N)=O